tert-butyl 4-(1,4-dioxaspiro[4.5]decan-8-yl)piperidine-1-carboxylate O1CCOC12CCC(CC2)C2CCN(CC2)C(=O)OC(C)(C)C